N,N'-bis-[3-(3,5-di-tert-butyl-4-hydroxyphenyl)propionyl]hexanediamine C(C)(C)(C)C=1C=C(C=C(C1O)C(C)(C)C)CCC(=O)NC(CCCCC)NC(CCC1=CC(=C(C(=C1)C(C)(C)C)O)C(C)(C)C)=O